5-(4-(3,4-Difluorophenyl)-1H-imidazol-5-yl)-1H-indazole FC=1C=C(C=CC1F)C=1N=CNC1C=1C=C2C=NNC2=CC1